OC1CCC(CC1)CNCCCCCCC(C(=O)[O-])(C(=O)[O-])C 2-(6-(((4-hydroxycyclohexyl)methyl)amino)hexyl)-2-methylmalonate